5-(benzyloxy)-7-methylbicyclo[4.2.0]octa-1,3,5-trien-7-ol C(C1=CC=CC=C1)OC=1C=CC=C2CC(C12)(O)C